7-chloro-2-isopropyl-8,9-dimethyl-pyrimido[1,2-b]pyridazin-4-one ClC=1C(=C(C=2N(N1)C(C=C(N2)C(C)C)=O)C)C